ClC1=CC=C(C=C1)C1=NC2=CC=CC=C2C(=N1)C1=CC=CC=C1 2-(4-chlorophenyl)-4-phenylquinazoline